C(C)C1=CC=C(\C=C/2\C(N(C(S2)=O)CCCC(=O)O)=O)C=C1 (Z)-4-(5-(4-ethylbenzylidene)-2,4-dioxothiazolidin-3-yl)butanoic acid